N-((3S,4S)-3-fluoropiperidin-4-yl)-6-(6-(2,2,2-trifluoroethoxy)imidazo[1,2-a]pyrazin-3-yl)pyridin-2-amine F[C@H]1CNCC[C@@H]1NC1=NC(=CC=C1)C1=CN=C2N1C=C(N=C2)OCC(F)(F)F